N-(4-(methoxymethyl)phenyl)-7-(1-methylcyclopropyl)-7H-pyrrolo[2,3-d]pyrimidine-5-carboxamide COCC1=CC=C(C=C1)NC(=O)C1=CN(C=2N=CN=CC21)C2(CC2)C